CC(COC=1C=C(C=C(C1)F)C1=C(C(=NC=C1)N1[C@H](CC[C@H]1C)C)C(=O)NS(=O)(=O)C=1C(NC=CC1)=O)(C)C 3-(2,2-dimethylpropoxy)-5-fluoro-phenyl-2-[(2S,5R)-2,5-dimethylpyrrolidin-1-yl]-N-[(2-oxo-1H-pyridin-3-yl)sulfonyl]pyridine-3-carboxamide